ClC=1C=C2C=NN(C2=C(C1)C1=C2C(=NC=C1)C=C(S2)CN2C(C1C(C1C2=O)(C)C)=O)CC2(CCNCC2)F 3-((7-(5-chloro-1-((4-fluoropiperidin-4-yl)methyl)-1H-indazol-7-yl)thieno[3,2-b]pyridin-2-yl)methyl)-6,6-dimethyl-3-azabicyclo[3.1.0]hexane-2,4-dione